C(#N)C=1C=C(C=CC1)CCN1C[C@H]([C@@H](C1)C)COC1=CC=C(C=C1)S(=O)(=O)CCN(C(C)=O)C N-[2-(4-{[(3S,4S)-1-[2-(3-cyanophenyl)ethyl]-4-methylpyrrolidin-3-yl]methoxy}benzenesulfonyl)ethyl]-N-methylacetamide